CCN(CC)C(=O)C1=CC=C(C=C1)C(C)(C)C 4-(tert-butyl)-N,N-diethylbenzamide